6-(1H-imidazol-1-yl)-9H-carbazole-2-carboxylic acid N1(C=NC=C1)C=1C=C2C=3C=CC(=CC3NC2=CC1)C(=O)O